CN(C1=C(C=C(C=C1)I)CCCCCCCCCCCCCCCC)C N,N-dimethyl-(hexadecyl)4-iodoaniline